1-phenyl-3-(2-furyl)-5-(4-methylmercaptophenyl)-pyrazoline C1(=CC=CC=C1)N1NC(=CC1C1=CC=C(C=C1)SC)C=1OC=CC1